N(=[N+]=[N-])[C@H](C[C@H](C(C)C)NC(=O)OC(C)(C)C)C=1SC=C(N1)C(=O)OCC Ethyl 2-[(1R,3R)-1-azido-3-{[(tert-butoxy)carbonyl]amino}-4-methylpentyl]-1,3-thiazole-4-carboxylate